N1C=C(C=C1)CN1CCC(CC1)C=1C=C2CN(C(C2=CC1)=O)C1C(NC(CC1)=O)=O 3-(5-(1-((1H-pyrrol-3-yl)methyl)piperidin-4-yl)-1-oxoisoindolin-2-yl)piperidine-2,6-dione